S(=O)(=O)(C1=CC=C(C)C=C1)[C@@H]1[C@H](CCC1)C(=O)O (1R,2S)-2-tosylcyclopentane-1-carboxylic acid